[OH-].C[N+](CCCCCCCCCC)(C)C Trimethyldecylammonium hydroxide